C=1(O)C(O)=CC=CC1.[Fe] mono-iron catechol